tertbutyl-sulfonic acid C(C)(C)(C)S(=O)(=O)O